ClC1=C(C(=O)NC2=CC(=CC=C2)C(=O)C=2C=C3N=CC=NC3=CC2)C=C(C=C1)C(F)(F)F 2-chloro-N-(3-(quinoxaline-6-carbonyl)phenyl)-5-(trifluoromethyl)benzamide